C(C)(C)(C)OC(\C=C\C[C@@H]([C@@H](CO)C)O)=O (2E,5S,6R)-5,7-dihydroxy-6-methylhepta-2-enoic acid tert-butyl ester